(methylamino)but-2-enenitrile CNC(C#N)=CC